ethyl 4-(benzyloxy)-3-chloro-2-hydroxy-5,6-dimethylbenzoate C(C1=CC=CC=C1)OC1=C(C(=C(C(=O)OCC)C(=C1C)C)O)Cl